N=1C(=CN2C1CNCC2)C(=O)O 6,8-dihydro-5H-imidazo[1,2-a]pyrazine-2-carboxylic acid